[C@H]12CN(C[C@H](CC1)N2)C=2C1=C(N=C(N2)OCC23CCCN3C(CC2)([2H])C2=CC=C(C=C2)F)C(=C(N=C1)C1=CC(=CC2=CC=C(C(=C12)F)F)O)F 4-(4-((1R,5S)-3,8-diazabicyclo[3.2.1]octan-3-yl)-8-fluoro-2-((3-(4-fluorophenyl)tetrahydro-1H-pyrrolizin-7a(5H)-yl-3-d)methoxy)pyrido[4,3-d]pyrimidin-7-yl)-5,6-difluoronaphthalen-2-ol